[Na+].[Na+].O=C(C(=O)[O-])CCC(=O)[O-] ketoglutaric acid disodium salt